chloro-4-((7-fluoro-1-methyl-1H-benzo[d]imidazol-5-yl)oxy)aniline ClNC1=CC=C(C=C1)OC1=CC2=C(N(C=N2)C)C(=C1)F